N-methyl-1-(3-morpholinoisoquinolin-8-yl)-3-(tetrahydro-2H-pyran-4-yl)-5,6-dihydroimidazo[1,5-a]pyrazine-7(8H)-carboxamide CNC(=O)N1CC=2N(CC1)C(=NC2C=2C=CC=C1C=C(N=CC21)N2CCOCC2)C2CCOCC2